2,4,5-trihydroxyphenylethylamine OC1=C(C=C(C(=C1)O)O)CCN